C1(CC1)C1=NC=NC(=C1C=1N=CC2=C(N1)N(C(C=C2)=O)CC2=CC=C(C=C2)C=2N(C=C(N2)C(F)(F)F)C([2H])([2H])[2H])OC 2-(4-cyclopropyl-6-methoxypyrimidin-5-yl)-8-({4-[1-(2H3)methyl-4-(trifluoromethyl)imidazol-2-yl]phenyl}methyl)pyrido[2,3-d]pyrimidin-7-one